1-cyano-4'-n-heptyl-biphenyl C(#N)C1(CC=CC=C1)C1=CC=C(C=C1)CCCCCCC